C(C)N1N=NC(=C1)CO[C@H](C(C(=O)O)(C)C)C1=CC(=C(C=C1)C)CN1S(C2=C(C[C@H](C1)CC)C=CC=C2)(=O)=O (3S)-((1-ethyl-1H-1,2,3-triazol-4-yl)methoxy)-2,2-dimethyl-3-(4-methyl-3-(((R)-4-ethyl-1,1-dioxido-4,5-dihydrobenzo[f][1,2]thiazepin-2(3H)-yl)methyl)phenyl)propanoic acid